ClC1=NC=C(C(=N1)Cl)CNC=1C(=NOC1C)C N-((2,4-dichloropyrimidin-5-yl)methyl)-3,5-dimethylisoxazol-4-amine